3,6-Dichloro-5-methylpyridazine-4-carboxylic acid methyl-3,6-dichloro-5-methylpyridazine-4-carboxylate COC(=O)C1=C(N=NC(=C1C)Cl)Cl.ClC=1N=NC(=C(C1C(=O)O)C)Cl